(S)-(6,7-dichloro-1-methyl-5-(oxetan-3-ylmethyl)-1,3,4,5-tetrahydro-2H-pyrido[4,3-b]indol-2-yl)(5-methoxypyrimidin-2-yl)methanone ClC1=C(C=CC=2C3=C(N(C12)CC1COC1)CCN([C@H]3C)C(=O)C3=NC=C(C=N3)OC)Cl